6-((2,5,8,11,14-pentaoxahexadecan-15-yl)oxy)-3'-methyl-4-pentyl-[1,1'-biphenyl]-2-ol COCCOCCOCCOCCOC(C)OC=1C=C(C=C(C1C1=CC(=CC=C1)C)O)CCCCC